O[C@@H]1C[C@H](N(C1)C([C@H](C(C)(C)C)NC(CC(=O)O)=O)=O)C(NCC1=CC=C(C=C1)C1=C(N=CS1)C)=O 3-(((S)-1-((2S,4R)-4-hydroxy-2-((4-(4-methylthiazol-5-yl)benzyl)carbamoyl)pyrrolidin-1-yl)-3,3-dimethyl-1-oxobutan-2-yl)amino)-3-oxopropanoic Acid